FC=1C=C2CN(CC2=CC1)C(=O)NC1=CC=C(C=C1)C=1CCN(CC1)C(C(C)(C)NC(OC(C)(C)C)=O)=O tert-butyl (1-(4-(4-(5-fluoroisoindoline-2-carboxamido) phenyl)-3,6-dihydropyridin-1(2H)-yl)-2-methyl-1-oxopropan-2-yl)carbamate